N-(3-chloro-2-methylphenyl)-2-{[(2R)-tetrahydrofuran-2-ylmethyl]amino}-6-({[2-(trifluoromethyl)phenyl]carbonyl}amino)-1H-benzoimidazole-4-carboxamide ClC=1C(=C(C=CC1)NC(=O)C1=CC(=CC=2NC(=NC21)NC[C@@H]2OCCC2)NC(=O)C2=C(C=CC=C2)C(F)(F)F)C